[6-(3-cyclopropyl-1,2,4-triazol-1-yl)-2-azaspiro[3.3]heptan-2-yl]-[6-[(2-fluoro-4-methylsulfonyl-phenyl)methyl]-2-azaspiro[3.3]heptan-2-yl]methanone C1(CC1)C1=NN(C=N1)C1CC2(CN(C2)C(=O)N2CC3(C2)CC(C3)CC3=C(C=C(C=C3)S(=O)(=O)C)F)C1